N1=CC(=CC=C1)OCC(=O)C1=CC=C(C=C1)C1=NOC(=N1)C(F)(F)F 2-(pyridin-3-yloxy)-1-(4-(5-(trifluoromethyl)-1,2,4-oxadiazol-3-yl)phenyl)ethan-1-one